1-(4-trifluoromethylphenyl)-3-(dimethylamino)prop-2-en-1-one FC(C1=CC=C(C=C1)C(C=CN(C)C)=O)(F)F